4-(pyridin-3-ylmethyl)-1,3,5-triazine-2,4-diamine N1=CC(=CC=C1)CC1(NC(=NC=N1)N)N